ethyl 1-(4-{5-[6-ethoxy-5-(trifluoromethyl)pyridin-3-yl]-7-[{[1-(methoxymethyl)cyclobutyl]methyl}(methyl)amino]-1H-imidazo[4,5-b]pyridin-2-yl}phenyl)piperidine-4-carboxylate C(C)OC1=C(C=C(C=N1)C1=CC(=C2C(=N1)N=C(N2)C2=CC=C(C=C2)N2CCC(CC2)C(=O)OCC)N(C)CC2(CCC2)COC)C(F)(F)F